[Cl-].[Cl-].C1(CCCCC1)C(=[Hf+2](C1=CC=CC=2C3=CC=CC=C3CC12)C1C=CC=C1)C (cyclohexyl)(methyl)methylene(cyclopentadienyl)(fluorenyl)hafnium dichloride